C(#N)C1=CC=C(C=C1)N1C=NC(=C1)CC(=O)OCC ethyl 2-(1-(4-cyanophenyl)-1H-imidazol-4-yl)acetate